ClC=1C=C(C=CC1O)/C=C/C(=O)C1=CC=C(C=C1)C (E)-3-(3-Chloro-4-hydroxyphenyl)-1-(4-methylphenyl)prop-2-en-1-one